CC(C(=O)N)=C (methyl)acrylic acid, amide